N-(4-(6-chloro-5-cyanopyridin-2-yl)phenyl)-2-fluoro-5-methoxybenzenesulfonamide ClC1=C(C=CC(=N1)C1=CC=C(C=C1)NS(=O)(=O)C1=C(C=CC(=C1)OC)F)C#N